(1-Ethyl-2,3,4,5-tetramethylcyclopentadienyl)(2-methyl-4-phenylindenyl)zirconium dibromide [Br-].[Br-].C(C)C1(C(=C(C(=C1C)C)C)C)[Zr+2]C1C(=CC2=C(C=CC=C12)C1=CC=CC=C1)C